tert-butyl N-[1-(2-chloro-3-pyridyl)cyclopropyl]carbamate ClC1=NC=CC=C1C1(CC1)NC(OC(C)(C)C)=O